5-Methyldodecan CC(CCCC)CCCCCCC